C(C1=CC=CC=C1)OC=1C(=C(C=CC1Cl)B(O)O)Cl (3-(benzyloxy)-2,4-dichlorophenyl)boronic acid